C(C(=C)C)(=O)OCCCCN1C=NC=C1 4-(1H-imidazol-1-yl)butyl methacrylate